(1S,4R)-4-[[3-(3-Chloro-5-fluoro-phenyl)-5-(trifluoromethyl)-4H-isoxazole-5-carbonyl]amino]cyclopent-2-en-1-carboxylic acid chloride ClC=1C=C(C=C(C1)F)C1=NOC(C1)(C(=O)N[C@H]1C=C[C@H](C1)C(=O)Cl)C(F)(F)F